C(C)OC(COC1=CC=C(C=C1)[C@H]1OC=2C=C(C=CC2C=2CNC=3C=C(C=CC3C21)O)C(F)(F)F)OCC (5R)-5-[4-(2,2-Diethoxyethoxy)phenyl]-8-(trifluoromethyl)-11,12-dihydro-5H-chromeno[4,3-c]quinolin-2-ol